C1=CC=C(C=C1)NC2=CC=CC3=CC=CC=C32 N-phenylnaphthylamine